5-(5-chloro-2-fluoropyridin-4-yl)-1-(2,6-difluorobenzyl)-1,5,6,7-tetrahydro-4H-pyrazolo[4,3-c]pyridin-4-one ClC=1C(=CC(=NC1)F)N1C(C2=C(CC1)N(N=C2)CC2=C(C=CC=C2F)F)=O